1,2-bis(4-isocyanatocyclohexyl)ethane N(=C=O)C1CCC(CC1)CCC1CCC(CC1)N=C=O